OC1=CC=C(C=C1)SSC1=CC=C(C=C1)O Bis(4-hydroxyphenyl) disulphide